CS(=O)(=O)OC1=C(C(=CC=C1)Cl)C1CC(=NO1)C=1N=C(SC1)C1CCN(CC1)C(CN1N=C(C=C1C(F)F)C(F)F)=O 2-(3-[2-(1-{[3,5-bis(difluoromethyl)-1H-pyrazol-1-yl] acetyl}-piperidin-4-yl)-1,3-thiazol-4-yl]-4,5-dihydro-1,2-oxazol-5-yl)-3-chlorophenyl methanesulfonat